C12(CC3CC(CC(C1)C3)C2)CCN2CCN(CC2)C2=CC(=C(C=C2)NC=2N=CC3=C(N2)N(C(C=C3C)=O)C=3C=C(C=CC3)NC(=O)C3CC3)OC N-(3-(2-((4-(4-(2-((3R,5R,7R)-adamantan-1-yl)ethyl)piperazin-1-yl)-2-Methoxyphenyl)amino)-5-methyl-7-oxopyrido[2,3-d]pyrimidin-8(7H)-yl)phenyl)cyclopropanecarboxamide